(3S)-N-(3-[2-[(1-hydroxy-2-methylpropan-2-yl)amino]-6-(morpholin-4-yl)pyridin-4-yl]-4-methylphenyl)-3-(2,2,2-trifluoroethyl)pyrrolidine-1-carboxamide OCC(C)(C)NC1=NC(=CC(=C1)C=1C=C(C=CC1C)NC(=O)N1C[C@@H](CC1)CC(F)(F)F)N1CCOCC1